ClC=1C=C(C2=C(N1)N(C=C2)CCS(=O)(=O)C)C=O 6-chloro-1-(2-(methylsulfonyl)ethyl)-1H-pyrrolo[2,3-b]pyridine-4-carbaldehyde